O1CCOC12CCC(CC2)C2=C(C(=O)OC)C=CC=C2 methyl 2-(1,4-dioxaspiro[4.5]decan-8-yl)benzoate